CN(CC(=O)NC1=CC=C2C=CC=NC2=C1)C=1C2=C(N=C(N1)C1=NC=CC=C1)CCC2 2-{methyl[2-(pyridin-2-yl)-5H,6H,7H-cyclopenta[d]pyrimidin-4-yl]amino}-N-(quinolin-7-yl)acetamide